dilauryl phosphite (dilauryl trithiophosphate) C(CCCCCCCCCCC)S(=P(S)(S)O)CCCCCCCCCCCC.P(OCCCCCCCCCCCC)(OCCCCCCCCCCCC)O